C(C)(C)C1=C(C=CC=C1)[C@@H]1CN(CCN1)CC=1C=C(C2=C(C=C(O2)C)C1)OC (R)-3-(2-isopropylphenyl)-1-((7-methoxy-2-methylbenzofuran-5-yl)methyl)piperazine